COC(=O)C=1C=CC2=C(NC(=N2)CN2C(C=C(C(=C2)F)Br)=O)C1 2-((4-bromo-5-fluoro-2-oxopyridin-1(2H)-yl)methyl)-1H-benzo[d]Imidazole-6-carboxylic acid methyl ester